C(C)(=O)O[C@@H]1[C@H](O[C@H]([C@@H]([C@H]1OC(C)=O)OC(C)=O)OC1=C(C=C(C=C1)COC(=O)OC1=CC=C(C=C1)[N+](=O)[O-])C(NCCNC(COC1C#CCCCCC1)=O)=O)C(=O)OC Methyl (2S,3S,4S,5R,6S)-3,4,5-tris(acetyloxy)-6-[2-({2-[2-(cyclooct-2-yn-1-yloxy)acetamido]ethyl}carbamoyl)-4-{[(4-nitrophenoxycarbonyl)oxy]methyl} phenoxy]oxane-2-carboxylate